hexakis(methoxyethoxyethoxy)cyclotriphosphazene COCCOCCOP1(=NP(=NP(=N1)(OCCOCCOC)OCCOCCOC)(OCCOCCOC)OCCOCCOC)OCCOCCOC